O=C1NC(CC[C@@H]1NC(=O)C1CCN(C2=CC=CC=C12)C)=O N-[(3S)-2,6-dioxo-3-piperidyl]-1-methyl-3,4-dihydro-2H-quinoline-4-carboxamide